CC=1C=C(C=NN2C(NN=C2C)=S)C=C(C1O)C 4-(3,5-dimethyl-4-hydroxybenzylideneamino)-5-methyl-2H-1,2,4-triazole-3(4H)-thione